C1OCCC12CCN(CC2)CCC(=O)N 3-(2-oxa-8-azaspiro[4.5]decan-8-yl)propanamide